N-(trans-4-methoxycyclohexyl)-5-(2-((tetrahydro-2H-pyran-4-yl)amino)-7H-pyrrolo[2,3-d]pyrimidin-5-yl)pyrazolo[1,5-a]pyridine-3-carboxamide CO[C@@H]1CC[C@H](CC1)NC(=O)C=1C=NN2C1C=C(C=C2)C2=CNC=1N=C(N=CC12)NC1CCOCC1